1-{2-acetyl-2-azaspiro[4.4]nonane-6-carbonyl}-4-fluoro-N-{phenyl-[4-(propan-2-yl)phenyl]methyl}pyrrolidine-2-carboxamide C(C)(=O)N1CC2(CC1)C(CCC2)C(=O)N2C(CC(C2)F)C(=O)NC(C2=CC=C(C=C2)C(C)C)C2=CC=CC=C2